C(CCCCC)[Si](OC)(OC)OC Hexyltrimethoxy-silan